(3-(2,6-dichloropyrimidin-4-yl)-3-azaspiro[5.5]undecan-2-yl)methanol ClC1=NC(=CC(=N1)N1C(CC2(CC1)CCCCC2)CO)Cl